N-(3-oxo-3,4-dihydro-2H-1,4-benzoxazin-7-yl)benzamide O=C1COC2=C(N1)C=CC(=C2)NC(C2=CC=CC=C2)=O